COC(=O)C=1C(=NC=C(C1)C(F)(F)F)OC1=C(C=C(C=C1)C#N)OC 2-(4-cyano-2-methoxy-phenoxy)-5-(trifluoromethyl)pyridine-3-carboxylic acid methyl ester